BrC1=CC=C2C(CC3(C2=C1)CC3)=O 6'-bromospiro[cyclopropane-1,1'-inden]-3'(2'H)-one